(2R,3S)-2-(3-(4,5-dichloro-1H-benzo[d]imidazol-1-yl)propyl)piperidin-3-ol 2HCl Cl.Cl.ClC1=C(C=CC=2N(C=NC21)CCC[C@H]2NCCC[C@@H]2O)Cl